Fluoro-4-hydroxy-5-((4-methoxybenzyl)thio)benzonitrile FC1=C(C#N)C=C(C(=C1)O)SCC1=CC=C(C=C1)OC